trimethylolaziridine C(O)C1(N(C1)CO)CO